C(C)(C)(C)N1N=C(C=C1NC(OCC1=CC=CC=C1)=O)[C@@H]1C[C@@H](CC1)O benzyl (1-(tert-butyl)-3-((1S,3R)-3-hydroxycyclopentyl)-1H-pyrazol-5-yl)carbamate